(E)-4-(2-(1-(6-(1H-1,2,4-triazol-1-yl)pyridin-3-yl)ethylidene)hydrazineyl)-7-chloroquinazoline N1(N=CN=C1)C1=CC=C(C=N1)\C(\C)=N\NC1=NC=NC2=CC(=CC=C12)Cl